2-((1-methyl-3-(((S)-1,1,1-trifluoropropan-2-yl)oxy)-1H-pyrazol-4-yl)amino)-7-((3R,4R)-4-methyltetrahydrofuran-3-yl)-7H-pyrrolo[2,3-d]pyrimidine-6-carbonitrile CN1N=C(C(=C1)NC=1N=CC2=C(N1)N(C(=C2)C#N)[C@H]2COC[C@@H]2C)O[C@H](C(F)(F)F)C